Methyl (2-(4-((tert-butoxycarbonyl)amino)phenyl)thiazole-4-carbonyl)serylglycinate C(C)(C)(C)OC(=O)NC1=CC=C(C=C1)C=1SC=C(N1)C(=O)N[C@@H](CO)C(=O)NCC(=O)OC